C1(=CC=CC=C1)OC(CC)=O.[Sb].O=S1(CC(CC1)C1=NC(=CC(=N1)N1CC2(C=3C=NC(=CC31)NC(C)=O)CC2)C)=O N-(1'-(2-(1,1-dioxo-tetrahydrothiophen-3-yl)-6-methylpyrimidin-4-yl)-1',2'-dihydrospiro[cyclopropane-1,3'-pyrrolo[3,2-c]pyridin]-6'-yl)acetamide antimony phenylpropionate